[N+](=O)([O-])C1=CC=C(C=C1)S(=O)(=O)F 4-nitrophenylsulfuryl fluoride